O1N=CC2=C1C=1N(C=CC2)N=C2C1C=NC=C2 4H-isoxazolo[5,4-c]pyrido[4',3':3,4]pyrazolo[1,5-a]azepine